C1OCC12CN(C2)CCOCC2=CC=C(C=N2)C2=CC=1C3=C(N=NC1C=C2F)N(C(N3C(C)C)=O)C 8-(6-((2-(2-oxa-6-azaspiro[3.3]heptan-6-yl)ethoxy)methyl)pyridin-3-yl)-7-fluoro-1-isopropyl-3-methyl-1,3-dihydro-2H-imidazo[4,5-c]cinnolin-2-one